2-((10-bromodecyl)oxy)tetrahydro-2H-pyran BrCCCCCCCCCCOC1OCCCC1